C1=CC=C2C(=C1)C(=O)NS2(=O)=O The molecule is a 1,2-benzisothiazole having a keto-group at the 3-position and two oxo substituents at the 1-position. It is used as an artificial sweetening agent. It has a role as a sweetening agent, a xenobiotic and an environmental contaminant. It is a 1,2-benzisothiazole and a N-sulfonylcarboxamide.